tert-butyl (4-(((3-butyramido-2-chloroquinolin-4-yl)amino)methyl)benzyl)carbamate C(CCC)(=O)NC=1C(=NC2=CC=CC=C2C1NCC1=CC=C(CNC(OC(C)(C)C)=O)C=C1)Cl